((S)-2-hydroxy-3-methylbutyryl)-D-phenylalanine O[C@H](C(=O)N[C@H](CC1=CC=CC=C1)C(=O)O)C(C)C